(1S)-2-[[6-(4-fluorophenyl)-8-methoxy-quinazolin-4-yl]amino]-1-phenyl-ethanol FC1=CC=C(C=C1)C=1C=C2C(=NC=NC2=C(C1)OC)NC[C@@H](O)C1=CC=CC=C1